1-([1,3]dioxolo[4,5-c]pyridin-4-ylmethyl)-N-(4-cyclopropylphenyl)-3,3-dimethylpiperidine-2-carboxamide O1COC=2C(=NC=CC21)CN2C(C(CCC2)(C)C)C(=O)NC2=CC=C(C=C2)C2CC2